ClCC(=O)N[C@H](C(=O)N1[C@@H](C[C@H](C1)O)C(=O)N[C@@H](C)C1=CC=C(C=C1)C1=C(N=CS1)C)C(C)(C)C (2S,4R)-1-((S)-2-(2-chloroacetamido)-3,3-dimethylbutyryl)-4-hydroxy-N-((S)-1-(4-(4-methylthiazol-5-yl)phenyl)ethyl)pyrrolidine-2-carboxamide